F[C@H]1CN(CCC1)C1=NC=C(C=N1)B1OC(C(O1)(C)C)(C)C (R)-2-(3-fluoropiperidin-1-yl)-5-(4,4,5,5-tetramethyl-1,3,2-dioxaborolan-2-yl)pyrimidine